CON1[C@@H](CCC1)C(=O)OC methyl (2S,4R)-methoxypyrrolidine-2-carboxylate